BrC1=CC=2N(C=C1)N=C(C2C2CCC2)NC(CC(C)(C)O)=O N-(5-bromo-3-cyclobutylpyrazolo[1,5-a]pyridin-2-yl)-3-hydroxy-3-methylbutanamide